ClC1=CC(=C(C=C1)C1OC2=C(C=CC=C2C(=C1)F)C1CCN(CC1)CC1=NC=2C(=NC(=CC2)C(=O)O)N1CC1(CC1)CF)OC 2-((4-(2-(4-chloro-2-methoxyphenyl)-4-fluoro-2H-chromene-8-yl)piperidin-1-yl)methyl)-3-((1-(fluoromethyl)cyclopropyl)methyl)-3H-imidazo[4,5-b]pyridine-5-carboxylic acid